CC/C=C\C/C=C\C/C=C\C/C=C\C/C=C\CCCC(=O)OC[C@H](COP(=O)(O)OC[C@H](CO)O)OC(=O)CC/C=C\C/C=C\C/C=C\C/C=C\C/C=C\C/C=C\CC 1-(5Z,8Z,11Z,14Z,17Z-eicosapentaenoyl)-2-(4Z,7Z,10Z,13Z,16Z,19Z-docosahexaenoyl)-glycero-3-phospho-(1'-sn-glycerol)